C(#N)[C@H](CC(=O)[O-])CC(C)C (S)-3-cyano-5-methylhexanoate